Caronic anhydride CC1(C2C1C(=O)OC2=O)C